C(C)(=O)N1CCC(CC1)NC1=CC(=NC=N1)C(=O)NC[C@@H](CN1CC2=CC=CC=C2CC1)O (S)-6-((1-acetylpiperidin-4-yl)amino)-N-(3-(3,4-dihydroisoquinolin-2(1H)-yl)-2-hydroxypropyl)pyrimidine-4-carboxamide